3-(7-((2-methoxyethoxy)methoxy)-2,2-dimethyl-1,2-dihydro-quinolin-6-yl)-4H-quinolin-4-one COCCOCOC1=C(C=C2C=CC(NC2=C1)(C)C)C1C=NC2=CC=CC=C2C1=O